chloroethyl-vinylether ClCCOC=C